NC=1N=CC(=NC1OC=1C=NN(C1)C1CCN(CC1)C)C=1C=C(C(=C(C1)C1(COCC1)O)N1CCOCC1)C 3-(5-(5-amino-6-((1-(1-methylpiperidin-4-yl)-1H-pyrazol-4-yl)oxy)pyrazin-2-yl)-3-methyl-2-morpholinophenyl)tetrahydrofuran-3-ol